C12(CC(C1)C2)C(C(=O)OCC)C=O Ethyl 2-(bicyclo[1.1.1]pentan-1-yl)-3-oxopropanoate